[Ac+3].CO methanol actinium(III)